O1C(=CC=C1)C1=CC(=NO1)C(=O)NCCCCCCOC(CCCC[C@@H]1SC[C@@H]2NC(N[C@@H]21)=O)=O 6-(5-(furan-2-yl)isoxazole-3-carboxamido)hexyl-5-((3aS,4S,6aR)-2-oxohexahydro-1H-thieno[3,4-d]imidazol-4-yl)pentanoate